2-tertiary butylaniline C(C)(C)(C)C1=C(N)C=CC=C1